CC(=O)CC Methyl-ethylketone